C(CCCCCCC)[SiH2]CCCCCN1C2=CC=CC=C2C=2C=CC=CC12 9-(5-(octylsilyl)pentanyl)9H-carbazole